4-chloro-2-(4-(1-methyl-2-(pyrrolidin-1-ylmethyl)-1H-imidazol-5-yl)phenoxy)-benzaldehyde ClC1=CC(=C(C=O)C=C1)OC1=CC=C(C=C1)C1=CN=C(N1C)CN1CCCC1